FC1(C2CN(CC12)C1=CC(=CC=2N1N=CC2)C=2OC(=NN2)C2=C(C=C(C=C2)[N+](=O)[O-])N2CCC1(CC1)CC2)F 2-(7-(6,6-difluoro-3-azabicyclo[3.1.0]hexane-3-yl)pyrazolo[1,5-a]pyridin-5-yl)-5-(4-nitro-2-(6-azaspiro[2.5]oct-6-yl)phenyl)-1,3,4-oxadiazole